2-(4-bromo-2-iodo-5-methoxy-phenyl)-5-methyl-oxazole BrC1=CC(=C(C=C1OC)C=1OC(=CN1)C)I